FC1C[C@H]2CC(C[C@@H](C1)N2C(=O)OC(C)(C)C)O tert-butyl (1R,3s,5S,7r)-3-fluoro-7-hydroxy-9-azabicyclo[3.3.1]nonane-9-carboxylate